C1=CC=CC2=CC=CC(=C12)NC([C@@H](N)CCCNC(N)=N)=O arginine-8-naphthylamide